(S)-2-((4-((2-hydroxy-1-phenylethyl)amino)-5-(1,3,4-oxadiazol-2-yl)pyridin-2-yl)amino)-6,7-dihydro-5H-pyrrolo[3,4-b]pyridin-5-one OC[C@H](C1=CC=CC=C1)NC1=CC(=NC=C1C=1OC=NN1)NC1=CC=C2C(=N1)CNC2=O